N[C@](COC1=C(C#N)C=C(C=C1)C1=CC(=NC=C1)F)(CC(C)C)C (S)-2-((2-amino-2,4-dimethylpentyl)oxy)-5-(2-fluoropyridin-4-yl)benzonitrile